C(#C)C=1C=C2C3=C(NC2=CC1)[C@H](N([C@@H](C3)C)CC(F)(F)F)C3=CC=C(C=N3)N[C@@H]3CN(CC3)CCCF 6-((1S,3R)-6-ethynyl-3-methyl-2-(2,2,2-trifluoroethyl)-2,3,4,9-tetrahydro-1H-pyrido[3,4-b]indol-1-yl)-N-((S)-1-(3-fluoropropyl)pyrrolidin-3-yl)pyridin-3-amine